(2R)-1-tert-butyl 2-methyl 4-((2-hydroxy-4-(trifluoromethyl)phenyl)amino)-2-methylpyrrolidine-1,2-dicarboxylate OC1=C(C=CC(=C1)C(F)(F)F)NC1C[C@@](N(C1)C(=O)OC(C)(C)C)(C(=O)OC)C